N(=C=S)CCCCCS(=O)(=O)C 1-isothiocyanato-5-methylsulfonylpentane